C(C)OC([C@H](CC1=NC2=C(N1C)C=CC(=C2)N(CCCl)CCCl)NC([C@H](CC(C)C)N)=O)=O (2S)-2-[[(2S)-2-amino-4-methyl-pentanoyl]amino]-3-[5-[bis(2-chloroethyl)amino]-1-methyl-benzimidazol-2-yl]propanoic acid ethyl ester